1,3-diphenyl-5-thiophen-3-yl-4,5-dihydro-1H-pyrazole-4-carboxylic acid (5-hydroxy-4,4-dimethyl-pentyl)-amide OCC(CCCNC(=O)C1C(=NN(C1C1=CSC=C1)C1=CC=CC=C1)C1=CC=CC=C1)(C)C